C(CCCCCCCCCCCCCCCCCCC)(=O)OCCCCCCCCCCCCCC tetradecyl icosanoate